2-(4-chlorophenyl)formyloxy-1,3-propanediol ClC1=CC=C(C=C1)C(=O)OC(CO)CO